BrC=1C=CC(=C(C1)S(=O)(=O)NC1=C(C=CC(=C1)C1(CCC1)C#N)O)O 5-Bromo-N-(5-(1-cyanocyclobutyl)-2-hydroxyphenyl)-2-hydroxybenzenesulfonamide